BrC1=C(C=CC=C1)C1(N=C(C(=N1)C1=CC=CC=C1)C1=CC=CC=C1)C1(N=C(C(=N1)C1=CC=CC=C1)C1=CC=CC=C1)C1=C(C=CC=C1)Br 2,2'-bis(o-bromophenyl)-4,4',5,5'-tetraphenylbiimidazole